1,3-di-n-Octyltetramethyldisiloxane CCCCCCCC[Si](C)(C)O[Si](C)(C)CCCCCCCC